tributyl-tin hydride C(CCC)[SnH](CCCC)CCCC